Tetraoxan O1OOOCC1